2-[(2R)-3-(3,4-Dihydro-1H-isochinolin-2-yl)-2-hydroxy-propyl]-6-(4-propanoylpiperazin-1-yl)-3,4-dihydroisochinolin-1-on C1N(CCC2=CC=CC=C12)C[C@H](CN1C(C2=CC=C(C=C2CC1)N1CCN(CC1)C(CC)=O)=O)O